(6-fluoro-4-hydroxy-5-((triisopropylsilyl)ethynyl)naphthalene-2-yl)carbamate FC=1C(=C2C(=CC(=CC2=CC1)NC([O-])=O)O)C#C[Si](C(C)C)(C(C)C)C(C)C